O1N=C(C2=C1C=CC=C2)C2=C(C=CC=C2)[C@H](CC2=NC(=CC=C2)N(C)CCO)NC(OC(C)(C)C)=O tert-Butyl (S)-(1-[2-(benz[d]isoxazol-3-yl)phenyl]-2-{6-[(2-hydroxyethyl)(methyl)amino]pyridin-2-yl}ethyl)carbamate